(2S)-1-tert-butyloxycarbonyl-4-oxoproline methyl ester COC([C@H]1N(CC(C1)=O)C(=O)OC(C)(C)C)=O